(Z)-3-fluoro-4-(6-fluoro-4-(4-(methylsulfonyl)phenyl)-1H-benzo[d]imidazol-1-yl)but-2-en-1-amine F\C(=C/CN)\CN1C=NC2=C1C=C(C=C2C2=CC=C(C=C2)S(=O)(=O)C)F